N-{(1S)-1-cyano-2-[4-(3-methyl-2-oxo-2,3-dihydro-1,3-benzoxazol-5-yl)phenyl]ethyl}-1,4-oxaazepan-2-carboxamide C(#N)[C@H](CC1=CC=C(C=C1)C=1C=CC2=C(N(C(O2)=O)C)C1)NC(=O)C1OCCCNC1